tert-butyl 2-[(2-ethylpyridin-3-yl) (methyl) amino]-5H,6H,7H-pyrrolo[3,4-d]pyrimidine-6-carboxylate C(C)C1=NC=CC=C1N(C=1N=CC2=C(N1)CN(C2)C(=O)OC(C)(C)C)C